ClC1=CC=C(C=C1)[C@@]1(N(C(C2=CC(=CC=C12)C(C)(C)O)=O)CC1=NC=C(C=C1)Cl)OCCS(=O)(=O)C (3R)-3-(4-chlorophenyl)-2-[(5-chloropyridin-2-yl)methyl]-6-(2-hydroxypropan-2-yl)-3-(2-methanesulfonylethoxy)-2,3-dihydro-1H-isoindol-1-one